propyl phosphate, potassium salt [K+].P(=O)(OCCC)([O-])[O-].[K+]